tert-butyl 3-methyl-6-(3-oxoisoindolin-5-yl)-3,4-dihydropyridine-1(2H)-carboxylate CC1CN(C(=CC1)C=1C=C2C(NCC2=CC1)=O)C(=O)OC(C)(C)C